5-((4-(methylsulfinyl)benzyl)thio)-1H-1,2,3-triazole-4-carboxylic acid CS(=O)C1=CC=C(CSC2=C(N=NN2)C(=O)O)C=C1